tert-Butyl (4-((2-((8-carbamoylbenzo[c][2,6]naphthyridin-5-yl)amino)ethyl)amino)butyl)(3-chloro-4-(pyrimidin-5-yl)benzyl)carbamate C(N)(=O)C=1C=CC2=C(N=C(C3=CC=NC=C23)NCCNCCCCN(C(OC(C)(C)C)=O)CC2=CC(=C(C=C2)C=2C=NC=NC2)Cl)C1